CS(=O)(=O)OCC1=C(C=NC=C1F)NC1C(NC(CC1)=O)=O (3-((2,6-dioxopiperidin-3-yl)amino)-5-fluoropyridin-4-yl)methyl methanesulfonate